C(C)(C)(C)N1CCN(CC1)C=1C=C(C=CC1)C1=NC(=CC(=C1O)C1=CC(=C(C=C1)N1C(N(C=C1)C([2H])([2H])[2H])=O)Cl)F 1-(4-(2-(3-(4-(tert-butyl)piperazin-1-yl)phenyl)-6-fluoro-3-hydroxypyridin-4-yl)-2-chlorophenyl)-3-(methyl-d3)-1,3-dihydro-2H-imidazol-2-one